FC(OC1=NN(C(=C1)C)C1=NC(=CC=C1[C@H](C)O)N1C=NC2=C1C=C(C(=C2)NC=2N=NC=CC2)F)F (1S)-1-[2-[3-(difluoromethoxy)-5-methyl-pyrazol-1-yl]-6-[6-fluoro-5-(pyridazin-3-ylamino)benzoimidazol-1-yl]-3-pyridinyl]ethanol